4-[cyclopropyl-[4-(5,6,7,8-tetrahydro-1,8-naphthyridin-2-yl)butyl]amino]-2-[[3-fluoropyrrolidine-1-carbonyl]amino]butanoic acid C1(CC1)N(CCC(C(=O)O)NC(=O)N1CC(CC1)F)CCCCC1=NC=2NCCCC2C=C1